CN1N=CC=C1C1=C(CN2CCN(CC2)CC=2C=C3CN(C(C3=CC2)=O)C2C(NC(CC2)=O)=O)C=CC=C1 3-(5-((4-(2-(1-methyl-1H-pyrazol-5-yl)benzyl)piperazin-1-yl)methyl)-1-oxoisoindoline-2-yl)piperidine-2,6-dione